The molecule is a hydroxamic acid anion resulting from the removal of a proton from each of the hydroxamic acid groups of desferrioxamine E. It has a role as a siderophore. It is a conjugate base of a desferrioxamine E. C1CCNC(=O)CCC(=O)N(CCCCCNC(=O)CCC(=O)N(CCCCCNC(=O)CCC(=O)N(CC1)[O-])[O-])[O-]